2-palmitoylaminoethyl-(tert-butoxycarbonyl)-L-alanine C(CCCCCCCCCCCCCCC)(=O)NCCN([C@@H](C)C(=O)O)C(=O)OC(C)(C)C